(1-hydroxybenzo[d][1,2,3]diazaborinin-2(1H)-yl)(4-methoxyphenyl)methanone OB1N(N=CC2=C1C=CC=C2)C(=O)C2=CC=C(C=C2)OC